fluoroethyl-fluoroether FCCOF